C1CC=CC2=NC3=CC=CC=C3C=C12 2H-acridine